N[C@H](C(=O)O)CNCC1=C(C=CC=C1)[N+](=O)[O-] (S)-2-amino-3-((2-nitrobenzyl)amino)propionic acid